tert-butyl (2-((1-(2-amino-6-(furan-2-yl)pyrimidin-4-yl)-1H-1,2,3-triazol-4-yl)(hydroxy)methyl)phenyl)carbamate NC1=NC(=CC(=N1)N1N=NC(=C1)C(C1=C(C=CC=C1)NC(OC(C)(C)C)=O)O)C=1OC=CC1